C(C)OC([C@@H](NC(C1=C(C=C(C(=C1)N1C(N(C(N(C1=O)C)=S)C)=O)F)Cl)=O)C)=O (S)-(2-chloro-5-(3,5-dimethyl-2,6-dioxo-4-thioxo-1,3,5-triazin-1-yl)-4-fluorobenzoyl)alanine ethyl ester